lauryl-imidazolin C(CCCCCCCCCCC)N1C=NCC1